3-(6-bromo-1-oxo-4-(trifluoromethyl)isoindolin-2-yl)piperidine-2,6-dione BrC1=CC(=C2CN(C(C2=C1)=O)C1C(NC(CC1)=O)=O)C(F)(F)F